C1(=CC=CC=C1)S(=O)(=O)/C=C/C(=O)C=1NC2=CC=CC=C2C1 (E)-3-(benzenesulfonyl)-1-(2-indolyl)-2-propen-1-one